2-((4-((S)-2-(4-chloro-2-fluorophenyl)-2-methyl-[1,3]dioxolo[4,5-c]pyridin-7-yl)piperidin-1-yl)methyl)-1-(((S)-oxetan-2-yl)methyl)-1H-benzo[d]imidazole-6-carboxylic acid ClC1=CC(=C(C=C1)[C@]1(OC2=C(C=NC=C2C2CCN(CC2)CC2=NC3=C(N2C[C@H]2OCC2)C=C(C=C3)C(=O)O)O1)C)F